(1-benzyl-1H-1,2,3-triazol-4-yl)(hydroxy)acetic acid ethyl ester C(C)OC(C(O)C=1N=NN(C1)CC1=CC=CC=C1)=O